Guanidin chlorid (5-methyl-2-oxo-1,3-dioxol-4-yl)methyl-(5-(trifluoromethoxy)benzo[d]thiazol-2-yl)carbamate CC1=C(OC(O1)=O)CN(C([O-])=O)C=1SC2=C(N1)C=C(C=C2)OC(F)(F)F.[Cl-].NC(=N)N